C(C)(C)(C)C1=CC(=NO1)NC(=O)NC1=CC=C(C=C1)N1C(=NC2=C1C=CC=C2)C 1-(5-tert-butyl-isoxazol-3-yl)-3-[4-(2-methyl-benzimidazol-1-yl)-phenyl]-urea